9-hydroxy-7-methylnon-2,7-dien-5-yn-1-yl acetate C(C)(=O)OCC=CCC#CC(=CCO)C